3-hydroxycrotonyl-CoA O\C(=C/C(=O)SCCNC(CCNC([C@@H](C(COP(OP(OC[C@@H]1[C@H]([C@H]([C@@H](O1)N1C=NC=2C(N)=NC=NC12)O)OP(=O)(O)O)(=O)O)(=O)O)(C)C)O)=O)=O)\C